FC=1C=C(C=CC1)C1OC1 2-(3-fluorophenyl)oxirane